4-Bromo-2-(2,5-dihydrofuran-3-yl)-6-methylaniline BrC1=CC(=C(N)C(=C1)C)C=1COCC1